[N+](=O)([O-])C1=CC=C(C(=O)O[C@@H](C(=O)NC2=NC=C(C=C2)Cl)C)C=C1 (R)-1-((5-chloropyridin-2-yl)amino)-1-oxopropan-2-yl 4-nitrobenzoate